methyl (Z)-3-(phenylsulfonyl)acrylate C1(=CC=CC=C1)S(=O)(=O)\C=C/C(=O)OC